4-ethyl-3,3-dimethyl-1,3-dihydro-2H-pyrrolo[2,3-b]pyridin-2-one C(C)C1=C2C(=NC=C1)NC(C2(C)C)=O